ClC=1C(=NC=CC1)[C@@H](C(C)C)NC1=NC=C(C=N1)C=1SC(=CN1)C(=O)N 2-(2-{[(1R)-1-(3-chloro(2-pyridyl))-2-methylpropyl]amino}pyrimidin-5-yl)-1,3-thiazole-5-carboxamide